(R)-(3-carboxy-2-hydroxypropyl)-N,N,N-trimethylammonium hydroxide [OH-].C(=O)(O)C[C@H](C[N+](C)(C)C)O